CN(C(=O)C=1C=2CNCC2C=CC1)C N,N-dimethylisoindoline-4-carboxamide